N-[6-(difluoromethyl)-2-pyridyl]-8-methoxy-2-tetrahydropyran-4-ylimidazo[1,2-a]pyrazine-6-carboxamide trifluoroacetate FC(C(=O)O)(F)F.FC(C1=CC=CC(=N1)NC(=O)C=1N=C(C=2N(C1)C=C(N2)C2CCOCC2)OC)F